C(CCCCCCCCCCC)(=O)NCCC[N+](C)(C)CC(=O)[O-] {[3-(dodecanoylamino)propyl](dimethyl)ammonio}acetate